oxido-bicyclo-[2.2.1]-heptenesulfonamide [O-]C=1C2(CCC(C1)C2)S(=O)(=O)N